[Si](C)(C)(C(C)(C)C)OCCNC=1C(=CC=CC1)N N1-(2-((tert-butyldimethylsilyl)oxy)ethyl)benzene-1,2-diamine